1-((1-acryloyl-3-methoxy-azetidin-3-yl)methyl)-7-chloro-4-(2,6-diisopropylphenyl)-6-(2,3-difluorophenyl)-1,4-dihydropyrido[2,3-b]pyrazine-2,3-dione C(C=C)(=O)N1CC(C1)(OC)CN1C2=C(N(C(C1=O)=O)C1=C(C=CC=C1C(C)C)C(C)C)N=C(C(=C2)Cl)C2=C(C(=CC=C2)F)F